F[B-](F)(F)F.BrC1=[N+](C=CC=C1)CC 2-Bromo-1-ethyl-pyridinium tetrafluoroborate